N-(3-(benzyloxy)-2,4-difluoro-6-nitro-phenyl)-2-(4,4-dimethyl-1-piperidinyl)pyrimidin-5-amine C(C1=CC=CC=C1)OC=1C(=C(C(=CC1F)[N+](=O)[O-])NC=1C=NC(=NC1)N1CCC(CC1)(C)C)F